aspartyl-L-tryptophan N[C@@H](CC(=O)O)C(=O)N[C@@H](CC1=CNC2=CC=CC=C12)C(=O)O